C1(CCCCC1)CN1N=C2C(=CC=CC2=C1C(=O)NC1=CC(=NC=C1)O)C (cyclohexylmethyl)-N-(2-hydroxypyridin-4-yl)-7-methyl-2H-indazole-3-carboxamide